N1=C(C=CC=C1)CNCC1=CC=C(C=C1)CN(C1CCCC2=CC=CC=C12)CCNCC=1NC=CN1 N-(2-pyridylmethyl)-N'-[2-[(1H-imidazol-2-ylmethyl)amino]ethyl]-N'-(1,2,3,4-tetrahydro-1-naphthalenyl)-1,4-xylylenediamine